1-(3-cyclopropylphenyl)ethanamine HCl Cl.C1(CC1)C=1C=C(C=CC1)C(C)N